C(=O)(O)C1=C(C=CC=C1C(=O)O)CCC1=C(C(=CC=C1)C(=O)O)C(=O)O 1,2-Bis(2,3-dicarboxyphenyl)ethane